BrC=1C=C(C=C2C=C(NC12)C=1CN(CCC1)C(=O)OC(C)(C)C)C(=O)N1CCN(CC1)C1=NC(=C(C=C1OC)F)C Tert-butyl 3-(7-bromo-5-(4-(5-fluoro-3-methoxy-6-methylpyridin-2-yl) piperazine-1-carbonyl)-1H-indol-2-yl)-5,6-dihydropyridine-1(2H)-carboxylate